ClC1=CC=C(C=C1)C1=CC=C(C=C1)C=1OC2=C(N1)C=CC=N2 2-(4'-chloro-biphenyl-4-yl)-7-azabenzoxazole